FC1=CC2=C(C=CS2)C(=C1)N1CCN(CC1)CCC1=CC=C2CCC(N(C2=C1)C(=O)N1CCOCC1)=O 7-(2-(4-(6-fluorobenzothiophen-4-yl)piperazin-1-yl)ethyl)-1-(morpholine-4-carbonyl)-3,4-diHydroquinolin-2(1H)-one